2-chloroethane potassium [K].ClCC